6-(bis(3-chloro-4-fluorophenyl)methyl)-4-methyl-2,5-dihydroimidazo[4,5-e][1,2]thiazine 1,1-dioxide ClC=1C=C(C=CC1F)C(C1=NC2=C(C(=CNS2(=O)=O)C)N1)C1=CC(=C(C=C1)F)Cl